4-[(2',4'-dichloro-4-{[(1-methylazetidin-2-yl)methoxy]carbonyl}-[1,1'-biphenyl]-3-yl)carbamoyl]-6-hydroxybenzene-1,3-dicarboxylic acid ClC1=C(C=CC(=C1)Cl)C1=CC(=C(C=C1)C(=O)OCC1N(CC1)C)NC(=O)C1=C(C=C(C(=C1)O)C(=O)O)C(=O)O